FC=1C=C(C(=O)NCC=2C=NC=CC2OC)C=CC1OC(F)(F)F 3-fluoro-N-[(4-methoxypyridin-3-yl)methyl]-4-(trifluoromethoxy)-benzamide